2-(3-(dimethylamino)propoxy)pyridin CN(CCCOC1=NC=CC=C1)C